C(#N)C1=CN=C(S1)NCCC1OCC2(CO1)CCN(CC2)C(=O)OC(C)(C)C tert-butyl 3-(2-((5-cyanothiazol-2-yl)amino)ethyl)-2,4-dioxa-9-azaspiro[5.5]undecane-9-carboxylate